ClC=1C=CC=C2C(C3=C(C(N(CC3)C=3C=NC(=CC3)Cl)=O)OC12)=O 9-chloro-2-(6-chloropyridin-3-yl)-3,4-dihydro-2H-chromeno[2,3-c]pyridine-1,5-dione